FC(C)(C)C1=NC=CC(=C1)C 2-(2-fluoroprop-2-yl)-4-methylpyridine